The molecule is an unsaturated fatty acyl-CoA that results from the formal condensation of the thiol group of coenzyme A with the carboxy group of (11Z,14Z,17Z,20Z,23Z)-hexacosapentaenoic acid. It is a very long-chain fatty acyl-CoA and an unsaturated fatty acyl-CoA. It derives from an (11Z,14Z,17Z,20Z,23Z)-hexacosapentaenoic acid. It is a conjugate acid of an (11Z,14Z,17Z,20Z,23Z)-hexacosapentaenoyl-CoA(4-). CC/C=C\\C/C=C\\C/C=C\\C/C=C\\C/C=C\\CCCCCCCCCC(=O)SCCNC(=O)CCNC(=O)[C@@H](C(C)(C)COP(=O)(O)OP(=O)(O)OC[C@@H]1[C@H]([C@H]([C@@H](O1)N2C=NC3=C(N=CN=C32)N)O)OP(=O)(O)O)O